C(#N)C1=CC=C(COC2=CC=CC(=N2)C2=CC(=C(CC3=NC4=C(N3C[C@@H](C)OC)C=C(C=C4F)C(=O)O)C=C2F)F)C=C1 (R)-2-(4-(6-((4-cyanobenzyl)oxy)pyridin-2-yl)-2,5-difluorobenzyl)-4-fluoro-1-(2-methoxypropyl)-1H-benzo[d]imidazole-6-carboxylic acid